[1-(4-Fluorophenyl)triazol-4-yl]-[4-(1-methylpyrazol-4-yl)-3,4-dihydro-1H-isoquinolin-2-yl]methanone FC1=CC=C(C=C1)N1N=NC(=C1)C(=O)N1CC2=CC=CC=C2C(C1)C=1C=NN(C1)C